C(#N)C1=CC=C(C=C1)C1=CC=NC=C1 4-(4-cyanophenyl)pyridine